SC(CC(=O)OC(CCCCCCC)OC(CC(C)S)=O)C octanediol bis(3-mercapto-butyrate)